Trimethylammonium ethyl-Acrylat C(C)OC(C=C)=O.C[NH+](C)C